(S)-N-(7-(1,4-diazabicyclo[3.2.2]non-4-yl)-5-methyl-4-oxo-2,3,4,5-tetrahydrobenzo[b][1,4]oxazepin-3-yl)-5-benzyl-1H-1,2,4-triazole-3-carboxamide N12CCN(C(CC1)CC2)C2=CC1=C(OC[C@@H](C(N1C)=O)NC(=O)C1=NNC(=N1)CC1=CC=CC=C1)C=C2